2-fluoro-5-chloro-nitro-benzene FC1=C(C=C(C=C1)Cl)[N+](=O)[O-]